3-(5-(4-(5-(4-(3-(4-Fluoro-3-(trifluoromethyl)phenyl)-7-hydroxychroman-4-yl)phenoxy)pentyl)piperazin-1-yl)-1-oxoisoindolin-2-yl)piperidin-2,6-dion FC1=C(C=C(C=C1)C1COC2=CC(=CC=C2C1C1=CC=C(OCCCCCN2CCN(CC2)C=2C=C3CN(C(C3=CC2)=O)C2C(NC(CC2)=O)=O)C=C1)O)C(F)(F)F